(R)-beta-Hydroxybutanoic acid O[C@@H](CC(=O)O)C